SCC(CO)(COC)COC 3-mercapto-2,2-bis(methoxymethyl)propan-1-ol